BrCCCCC(=O)N(CC)CCCC(C)NC1=CC=NC2=CC(=CC=C12)Cl 5-bromo-N-(4-(7-chloroquinolin-4-ylamino)pentyl)-N-ethylpentanamide